3-(6-Aminopyridin-2-yl)-4-(cyclohexylamino)-N-methylbenzenesulfonamide NC1=CC=CC(=N1)C=1C=C(C=CC1NC1CCCCC1)S(=O)(=O)NC